4-((3S,6S,10aS)-6-amino-5-oxodecahydropyrrolo[1,2-a]azocine-3-carbonyl)-6-(6-methylpyridin-3-yl)-4,6-diazaspiro[2.4]heptane-5,7-dione N[C@H]1CCCC[C@@H]2N(C1=O)[C@@H](CC2)C(=O)N2C1(CC1)C(N(C2=O)C=2C=NC(=CC2)C)=O